NC1=NC=CC(=C1Cl)OC1=C(C=C(C=C1)NC(=O)C=1C=NN(C1C(F)(F)F)C1=NC=CC(=C1)F)F N-(4-((2-amino-3-chloropyridin-4-yl)oxy)-3-fluorophenyl)-1-(4-fluoropyridin-2-yl)-5-(trifluoromethyl)-1H-Pyrazole-4-carboxamide